C(C)(C)(C)OC(=O)N1C(CNCC1)C1=NC(=NC2=C(C(=C(C=C12)F)C1=CC(=CC2=CC=C(C(=C12)CC)F)OCOC)F)F (7-(8-ethyl-7-fluoro-3-(methoxymethoxy)naphthalen-1-yl)-2,6,8-trifluoroquinazolin-4-yl)piperazine-1-carboxylic acid tert-butyl ester